2-((3'-(4-Cyano-2-fluorobenzyloxy)biphenyl-4-yl)methyl)-1-((tetrahydrofuran-2-yl)methyl)-1H-benzo[d]imidazole-6-carboxylic acid C(#N)C1=CC(=C(COC=2C=C(C=CC2)C2=CC=C(C=C2)CC2=NC3=C(N2CC2OCCC2)C=C(C=C3)C(=O)O)C=C1)F